NC1=CC=C(C=C1)C(C)(C)C1=CC=C(C=C1)C(C)(C)C1=CC=C(C=C1)N 2,5-bis[2-(4-aminophenyl)-2-propyl]benzene